CN1C=NC=C1C(=O)NC1=C(C=CC(=C1)C(NC1=CC=C(C=C1)S(=O)(=O)NC=1SC(=NN1)C)=O)C 1-Methyl-N-{2-methyl-5-[(4-{[(5-methyl-1,3,4-thiadiazol-2-yl)amino]sulfonyl}phenyl)carbamoyl]phenyl}-1H-imidazole-5-carboxamide